ClC=1C=CC2=C(C(=NCC3=C2N=C(N=C3)NC3=CC(=C(C(=O)ON2C(CCC2=O)=O)C=C3)OC)C3=C(C=CC=C3OC)F)C1 2,5-dioxopyrrolidin-1-yl 4-((9-chloro-7-(2-fluoro-6-methoxyphenyl)-5H-benzo[c]pyrimido[4,5-e]azepin-2-yl)amino)-2-methoxybenzoate